BrC=1C=C2C(=NN(C2=CC1)C1OCCCC1)NC1=CC=NN1C 5-bromo-N-(1-methyl-1H-pyrazol-5-yl)-1-(tetrahydro-2H-pyran-2-yl)-1H-indazol-3-amine